ClC=1N=C(C2=C(N1)C=NC=C2)NC=2N=CN(C2)C2=CC(=C(C(=C2)OC)OC)OC 2-chloro-N-(1-(3,4,5-trimethoxyphenyl)-1H-imidazol-4-yl)pyrido[3,4-d]pyrimidin-4-amine